C(C)C=1C2C3=C(C4=CC=C(C=C4C(=C3C(C1)C2)OC)Cl)OC(C=C)=O 2-ethyl-6-chloro-9-acryloyloxy-10-methoxy-1,4-dihydro-1,4-methanoanthracene